1-benzyl-1H-imidazo[4,5-c]pyridine C(C1=CC=CC=C1)N1C=NC=2C=NC=CC21